NC1CN(C1)CC(=O)N[C@H]1CN(C[C@H](C1)C)C1=C2N=CC=NC2=C(C=C1)C(F)F 2-(3-aminoazetidin-1-yl)-N-[(3R,5S)-1-[8-(difluoromethyl)quinoxalin-5-yl]-5-methylpiperidin-3-yl]Acetamide